FC1=C(C=CC(=C1F)N1CCCCC1)C1=C(C2=C(CCC1)C=C(C=C2)O)C2=CC=C(C=C2)O[C@@H]2CN(CC2)CCCF 6-[2,3-difluoro-4-(1-piperidyl)phenyl]-5-[4-[(3S)-1-(3-fluoropropyl)pyrrolidin-3-yl]oxyphenyl]-8,9-dihydro-7H-benzo[7]annulen-2-ol